F[C@@H]1[C@@H](C1)NC(=O)C1=CN=C2N1N=C(C=C2NC)NC2=CC(=CC=C2)N2CCNCC2 N-[(1R,2S)-2-fluorocyclopropyl]-8-(methylamino)-6-{[3-(piperazin-1-yl)phenyl]amino}imidazo[1,2-b]pyridazine-3-carboxamide